O=C1NC(CCC1N1C(C2=CC=CC(=C2C1=O)NCC=1C=NN(C1C#N)C1CCN(CC1)C(=O)C1(CCC1)C)=O)=O 4-(((2-(2,6-dioxopiperidin-3-yl)-1,3-dioxoisoindolin-4-yl)amino)methyl)-1-(1-(1-methylcyclobutane-1-carbonyl)piperidin-4-yl)-1H-pyrazole-5-carbonitrile